FC1=C2C(=CC=C1)S(=O)(=O)OS2(=O)=O 3-fluoro-1,2-benzenedisulfonic anhydride